ClC=1C=C(OC2=C(C=C(C=C2)NC(CC=2C=NC=CC2)=O)S(N)(=O)=O)C=CC1 N-[4-(3-chlorophenoxy)-3-sulfamoylphenyl]-2-(pyridin-3-yl)acetamide